5,7-dihydroxy-2-(4-hydroxyphenyl)-8-((4-(4-methoxybenzoyl)piperazin-1-yl)methyl)-4H-benzopyran-4-one OC1=CC(=C(C2=C1C(C=C(O2)C2=CC=C(C=C2)O)=O)CN2CCN(CC2)C(C2=CC=C(C=C2)OC)=O)O